3-(1H-PYRAZOL-1-YL)BENZALDEHYDE N1(N=CC=C1)C=1C=C(C=O)C=CC1